1-[4-[4-[[4-[[2-(6-methyl-2-pyridyl)pyrimidin-4-yl]amino]pyrimidin-2-yl]amino]phenyl]piperazin-1-yl]ethanone CC1=CC=CC(=N1)C1=NC=CC(=N1)NC1=NC(=NC=C1)NC1=CC=C(C=C1)N1CCN(CC1)C(C)=O